8-(2-cyclopropyl-4-methoxyphenyl)-7-(oxazol-5-ylmethyl)-3,7-dihydro-1H-imidazo[4'',5'':3',4']benzo[1',2':4,5]thieno[2,3-d]pyrimidine-2,6-dione C1(CC1)C1=C(C=CC(=C1)OC)C=1N(C(C2=C(N1)SC=1C2=CC=C2C1NC(N2)=O)=O)CC2=CN=CO2